C1(CC1)NC(C(=O)O)=O 2-(cyclopropylamino)-2-oxoacetic acid